C(#N)C1=NC=CC(=C1)CNC(C1=CN=CC(=C1N1CC2(CCN2)CC1)C1=CC(=CC(=C1)F)F)=O N-[(2-cyano-4-pyridyl)methyl]-4-(1,6-diaza-6-spiro[3.4]octyl)-5-(3,5-difluorophenyl)nicotinamide